1,3-bis[(2-oxo-1,3-dioxolan-4-yl)methoxy]2-propanol O=C1OCC(O1)COCC(COCC1OC(OC1)=O)O